7-[2-fluoro-4-[3-(2-oxooxazolidin-3-yl)propoxy]phenoxy]-1-methyl-indazole-5-carboxamide FC1=C(OC=2C=C(C=C3C=NN(C23)C)C(=O)N)C=CC(=C1)OCCCN1C(OCC1)=O